[Sn+2].C(C)C(C(=O)[O-])CCCC.C(C)C(C(=O)[O-])CCCC di(2-ethylhexanoate) tin (II)